N-(3-chloro-5-(methylsulfonyl)phenyl)-5-methyl-1-(5-(trifluoromethyl)pyrimidin-2-yl)-1H-pyrrole-3-carboxamide ClC=1C=C(C=C(C1)S(=O)(=O)C)NC(=O)C1=CN(C(=C1)C)C1=NC=C(C=N1)C(F)(F)F